ClC1=NC(=NC(=N1)CC(C)C1=CC(=C(C=C1)C)F)N[C@@H](CO)CC(C)C (2R)-2-((4-chloro-6-(2-(3-fluoro-4-methylphenyl)propyl)-1,3,5-triazin-2-yl)amino)-4-methylpentan-1-ol